N1=NC(=CC2=C1C1=C(CCC2)C=CC=C1)N1N=C(N=C1N)NC=1C=NC(=CC1)\C=C\CN1CCC(CC1)N1CCCCC1 1-(6,7-dihydro-5H-benzo[6,7]cyclohepta[1,2-c]pyridazin-3-yl)N3-(6-(3-(4-(piperidin-1-yl)piperidin-1-yl)-(E)-propenyl)pyridin-3-yl)-1H-1,2,4-triazole-3,5-diamine